CC1=C(C=CC=C1)NC(C1=CC=C(C=C1)O[C@@H](C(=O)NC1=CC=C(C=C1)Br)C)=O (R)-N-(2-methylphenyl)-4-((1-((4-bromophenyl)amino)-1-oxopropan-2-yl)oxy)benzamide